Cl.C(C)(C)(CC)N1N=CC(=C1)C1=CC(=NC=C1)N 4-(1-(tert-amyl)-1H-pyrazol-4-yl)pyridin-2-amine hydrochloride